N-[2-(pyridin-2-ylsulfanyl)ethyl]-1,3-dihydro-2H-isoindole-2-carboxamid N1=C(C=CC=C1)SCCNC(=O)N1CC2=CC=CC=C2C1